COC1=C(C=CC=C1)C=1C(=CN=NC1)C(=O)NC=1SC2=NC(=CC=C2N1)C1=C(C=C(C=C1)C(NC)=O)C 5-(2-methoxyphenyl)-N-(5-(2-methyl-4-(methylcarbamoyl)phenyl)thiazolo[5,4-b]pyridin-2-yl)pyridazine-4-carboxamide